CC1=CC=C(C=2C1=NC1=C(C(C(OC12)=O)C(F)(F)F)C1=CC=CC=C1)C 6,9-dimethyl-4-phenyl-3-trifluoromethyl-indolopyranone